N-(5-Bromo-2-(3-(dimethylamino)propoxy)pyridin-3-yl)ethanesulfonamide BrC=1C=C(C(=NC1)OCCCN(C)C)NS(=O)(=O)CC